BrC=1C=C(C=CC1)[C@H](COC=1C(=NC=CC1)I)O (R)-1-(3-bromophenyl)-2-((2-iodopyridin-3-yl)oxy)ethan-1-ol